tert-butyl (3aS,7aR)-2-[5-(1-methoxycarbonyl-2-methyl-propyl)isoxazol-3-yl]-3,3a,4,6,7,7a-hexahydro-1H-pyrrolo[3,4-c]pyridine-5-carboxylate COC(=O)C(C(C)C)C1=CC(=NO1)N1C[C@H]2CN(CC[C@H]2C1)C(=O)OC(C)(C)C